C(C)(C)(C)OOC(CCCOC(CCCC)=O)OOC(C)(C)C di(tert.-butylperoxy)butylvalerate